[14CH](=[14CH2])Cl [1,2-14C]vinyl chloride